C(C)OC(=O)C=1C=C(C=C(C1)C(=O)OCC)NNC(C(=O)OCC)C(C)=O ethyl 2-(2-(3,5-diethyl oxycarbonyl phenyl) hydrazino)-3-oxobutyrate